1-(5-chlorospiro[indoline-3,4'-piperidine]-1-yl)ethanone ClC=1C=C2C(=CC1)N(CC21CCNCC1)C(C)=O